2-(4-nitrophenyl)-4,5-dihydrothiazole-4-carboxylic acid [N+](=O)([O-])C1=CC=C(C=C1)C=1SCC(N1)C(=O)O